2-methylpyran CC1OC=CC=C1